C(CCC(C)C)(=O)OCCC(C)C isopentyl isohexanoate